FC1(CCCC1)F (3,3-Difluorocyclopentane)